C(C)(C)(C)NC(NC=1C(=C2N=CC(N(C2=CC1)[C@@H](C)C1=CC(=CC=C1)OC(F)(F)F)=O)CO)=O 3-tert-butyl-1-[5-(hydroxymethyl)-2-oxo-1-[(1S)-1-[3-(trifluoromethoxy)phenyl]ethyl]quinoxalin-6-yl]urea